N-(2-hydroxy-3-{1H,2H,3H,4H,5H-pyrido[4,3-b]indol-2-yl}propyl)-4-({3-oxa-8-azabicyclo[3.2.1]octan-8-yl}carbonyl)benzamide OC(CNC(C1=CC=C(C=C1)C(=O)N1C2COCC1CC2)=O)CN2CC1=C(NC=3C=CC=CC13)CC2